C(C)(C)(C)OC(=O)N1CC2(C1)C\C(\CC2)=C/B2OC(C(O2)(C)C)(C)C.NC=2C=C(OC1=CC=C(C(C)(C)C3=CC=C(C=C3)C(C3=CC=C(C=C3)OC3=CC(=CC=C3)N)(C)C)C=C1)C=CC2 1,4-bis[4-(3-aminophenoxy)-α,α-dimethyl-Benzyl]benzene tert-butyl-(6Z)-6-[(4,4,5,5-tetramethyl-1,3,2-dioxaborolan-2-yl)methylene]-2-azaspiro[3.4]octane-2-carboxylate